4-chloro-2,5-dimethoxy-amphetamine ClC1=CC(=C(CC(N)C)C=C1OC)OC